FC(C=1C=C(CN2C=C(C3=CC=C(C=C23)F)/C=C(/C(=O)[O-])\C#N)C=C(C1)C(F)(F)F)(F)F (E)-3-(1-(3,5-bis(trifluoromethyl) benzyl)-6-fluoro-1H-indol-3-yl)-2-cyanoacrylate